C1(CC1)NC(=O)C=1C=CC(=C(C1)C=1C=NC(=C(C(=O)NC(COC)(C)C)C1)NC(CO)(C)C)C 5-(5-(cyclopropylcarbamoyl)-2-methylphenyl)-2-((1-hydroxy-2-methylpropan-2-yl)amino)-N-(1-methoxy-2-methylpropan-2-yl)nicotinamide